2-oxo-2,3-dihydrobenzooxazole-4-carboxylic acid (6-methyl-pyridin-2-yl)-amide CC1=CC=CC(=N1)NC(=O)C=1C=CC=C2C1NC(O2)=O